C(C1=CC=CC=C1)OC1=C(N2C(C3=C(C=CC=C13)Cl)=NC(=N2)C)C(=O)NCC(=O)OCC ethyl (6-(benzyloxy)-10-chloro-2-methyl-[1,2,4]triazolo[5,1-a]isoquinoline-5-carbonyl)glycinate